DL-alanine diacetate C(CN([C@@H](C)C(=O)O)CC(=O)[O-])(=O)[O-] |r|